3-methoxy-5-methylbenzoate COC=1C=C(C(=O)[O-])C=C(C1)C